COC(=O)C1=NC(=CC(=C1)Cl)C(F)(F)F 4-chloro-6-(trifluoromethyl)pyridine-2-carboxylic acid methyl ester